FC(C=1C=C(C=C(C1)C(F)(F)F)NC(=O)NC1=CC(=C(C=C1)OC)C=1N(N=CC1Br)C)(F)F 1-(3,5-Bis-trifluoromethyl-phenyl)-3-[3-(4-bromo-2-methyl-2H-pyrazol-3-yl)-4-methoxy-phenyl]-urea